(S)-2-(2,5-difluoro-4-(6-((3-fluoro-5-methylpyridin-2-yl)methoxy)pyridin-2-yl)benzyl)-1-(4,4-dimethyltetrahydrofuran-3-yl)-1H-benzo[d]imidazole-6-carboxylic acid FC1=C(CC2=NC3=C(N2[C@@H]2COCC2(C)C)C=C(C=C3)C(=O)O)C=C(C(=C1)C1=NC(=CC=C1)OCC1=NC=C(C=C1F)C)F